FC1(C(N=C(C2=CC=CC=C12)C=1C=C(C(=NC1)C)C)(C)C)F 5-(4,4-difluoro-3,3-dimethyl-3,4-dihydro-1-isoquinolinyl)-2,3-lutidine